BrC1=CC=C2C(=NNC2=C1)F 6-bromo-3-fluoro-1H-indazole